N-[(1R)-1-[3-acetamido-4-fluoro-5-(trifluoromethyl)phenyl]ethyl]-5-bromo-2-fluoro-pyridine-3-carboxamide C(C)(=O)NC=1C=C(C=C(C1F)C(F)(F)F)[C@@H](C)NC(=O)C=1C(=NC=C(C1)Br)F